(S)-dimethyl (3-methyl-2-oxo-4-phenylbutyl)phosphonate C[C@H](C(CP(OC)(OC)=O)=O)CC1=CC=CC=C1